C(#N)C1=CC=C(C=C1)C=1C=C(C=CC1)CC(=O)OC(C)(C)C tert-butyl 2-[3-(4-cyanophenyl)phenyl]acetate